C(C1=CC=CC=C1)OC(=O)N1CCC(=CC1)C1=CC(=NS1)C 4-(3-Methylisothiazol-5-yl)-3,6-dihydropyridine-1(2H)-carboxylic acid benzyl ester